COC1=C(C=CC(=C1)N1CCN(CC1)C)NC=1N=C(C2=C(N1)COC2)OC=2C=C(C=CC2)NC(C=C)=O N-(3-((2-((2-methoxy-4-(4-methylpiperazin-1-yl)phenyl)amino)-5,7-dihydrofuro[3,4-d]pyrimidin-4-yl)oxy)phenyl)acrylamide